NCCCC(=O)NC=1C=C2C(NC(C2=CC1)=O)=O 4-amino-N-(1,3-dioxoisoindolin-5-yl)butyramide